B([O-])([O-])[O-].C=1(O)C(O)=CC=CC1.C=1(O)C(O)=CC=CC1.[Na+].[Na+].[Na+] Sodium bis(catechol) borate